CC1=NC(=NC(=C1)C)N1[C@@H]2[C@H](CCC1)[C@H](NC2)C (4aR,5R,7aR)-1-(4,6-Dimethylpyrimidin-2-yl)-5-methyloctahydro-1H-pyrrolo[3,4-b]pyridine